Triazolopyrazine N1N=NC2=C1N=CC=N2